1-(7-((5-(imidazo[1,2-b]pyridazin-6-yl)-4-(methylamino)-7H-pyrrolo[2,3-d]pyrimidin-2-yl)amino)-2-azaspiro[3.5]nonan-2-yl)ethan-1-one N=1C=CN2N=C(C=CC21)C2=CNC=1N=C(N=C(C12)NC)NC1CCC2(CN(C2)C(C)=O)CC1